C1=NC=C(C2=CC=CC=C12)N1C(NC2=C(C1=O)N=C(C=C2)C(F)(F)F)=O 3-(isoquinolin-4-yl)-6-(trifluoromethyl)pyrido[3,2-d]pyrimidine-2,4(1H,3H)-dione